2-[7-(cis-3-hydroxy-3-methylcyclobutyl)-5-methyl-6,7-dihydro-5H-pyrrolo[2,3-c]pyridazin-3-yl]-3-methyl-5-(trifluoromethyl)phenol OC1(CC(C1)N1CC(C2=C1N=NC(=C2)C2=C(C=C(C=C2C)C(F)(F)F)O)C)C